FC=1C=CC(=NC1)C(=O)N 5-fluoropicolin-amide